[Li].[PH2](OC(C1=C(C(=C(C=C1C)C)C1=CC=CC=C1)C)=O)=O phenyl-2,4,6-trimethylbenzoyl phosphinate lithium